(E)-3-(dimethylamino)-1-(4-methoxynaphthalene-1-yl)-2-(3-fluoro-4-methoxyphenyl)prop-2-en-1-one CN(/C=C(/C(=O)C1=CC=C(C2=CC=CC=C12)OC)\C1=CC(=C(C=C1)OC)F)C